3'-(4,4,5,5-tetramethyl-1,3,2-dioxaborolan-2-yl)spiro[dibenzo[b,d]silole-5,10'-dibenzo[b,e][1,4]oxasiline] CC1(OB(OC1(C)C)C=1C=CC2=C(OC3=C([Si]24C2=C(C5=C4C=CC=C5)C=CC=C2)C=CC=C3)C1)C